methyl 4-[3-[4-(4-bromophenyl)piperazin-1-yl] azetidin-1-yl]-2-cyano-6-methoxy-benzoate BrC1=CC=C(C=C1)N1CCN(CC1)C1CN(C1)C1=CC(=C(C(=O)OC)C(=C1)OC)C#N